CC(CN)C 2-methyl-Propylamine